CN(C(=O)C=1C=C2N=CC(=NC2=CC1)N(C1CCNCC1)C)C=1C=NNC1 N-methyl-2-(methyl-(piperidin-4-yl)amino)-N-(1H-pyrazol-4-yl)-quinoxaline-6-carboxamide